L-Asparagine tert-butyl ester hydrochloride Cl.C(C)(C)(C)OC([C@@H](N)CC(N)=O)=O